N-(4-Aminophenyl)sulfonyl-6-tert-butyl-2-(p-tolyl)pyridin-3-carboxamid NC1=CC=C(C=C1)S(=O)(=O)NC(=O)C=1C(=NC(=CC1)C(C)(C)C)C1=CC=C(C=C1)C